CC=1C(=C(C(=C(C1C(=O)N)C(=O)N)C)C)C tetramethylphthalamide